7-fluoro-8-((triisopropylsilyl)ethynyl)naphthalen-1-yl trifluoromethanesulfonate FC(S(=O)(=O)OC1=CC=CC2=CC=C(C(=C12)C#C[Si](C(C)C)(C(C)C)C(C)C)F)(F)F